Cl.Cl.N1N=CC(=C1)/C=C/C=1C=C(C=NC1)O 5-[(E)-2-(1H-pyrazol-4-yl)ethenyl]pyridin-3-ol dihydrochloride